CN1N=CC=2C(=CC=CC12)C(=O)N[C@@H](CCOC1CC(C1)CCC1=NC=2NCCCC2C=C1)C(=O)O N-(1-methyl-1H-indazole-4-carbonyl)-O-(3-(2-(5,6,7,8-tetrahydro-1,8-naphthyridin-2-yl)ethyl)cyclobutyl)homoserine